C1(=CC=C(C=C1)C=1OCCN1)C=1OCCN1 2,2'-(1,4-phenylene)bis-2-oxazoline